BrC=1C(N(C(=CC1OCC1=C(C=C(C=C1)F)F)C)CC=1OC=CC1)=O 3-bromo-4-[(2,4-difluorobenzyl)oxy]-1-(2-furylmethyl)-6-methylpyridin-2(1H)-one